7-Methoxy-4-propyl-8-(1,2,3,4-tetrahydroquinolin-1-carbonyl)-2H-chromen-2-one COC1=CC=C2C(=CC(OC2=C1C(=O)N1CCCC2=CC=CC=C12)=O)CCC